5-(hexadecan-2-yl)-1,2,3-oxadiazol-4(5H)-one CC(CCCCCCCCCCCCCC)C1C(N=NO1)=O